N1N=CC(=C1)C1=NNC2=CC(=CC=C12)NC=1C=C(C=CC1)NC(=O)NC1=CC(=NN1C1=C(C=CC(=C1)F)F)C(C)(C)C 1-(3-((3-(1H-pyrazol-4-yl)-1H-indazol-6-yl)amino)phenyl)-3-(3-(tert-butyl)-1-(2,5-difluorophenyl)-1H-pyrazol-5-yl)urea